4-METHYLHEXYL ACETATE C(C)(=O)OCCCC(CC)C